2-Bromo-4-(2,2-dimethylpropylsulfonyl)-6-methylphenol BrC1=C(C(=CC(=C1)S(=O)(=O)CC(C)(C)C)C)O